Pyridinium phenolate C1(=CC=CC=C1)[O-].[NH+]1=CC=CC=C1